S1C2=C(C(=C1)C1=NC(=NC=C1)NC=1C(=CC(=C(C1)NC(C=C)=O)N(C)CCN(CC)CC)OC)C=CC=C2 N-(5-((4-(benzo[b]thiophen-3-yl)pyrimidin-2-yl)amino)-2-((2-(diethyl-amino)-ethyl)(methyl)amino)-4-methoxyphenyl)acrylamide